NC1=C(C(=CC=C1)COCC)COC1=CC=C(OC[C@H]2CN(CC2)C(=O)OC(C)(C)C)C=C1 tert-Butyl (3R)-3-[[4-[[2-amino-6-(ethoxymethyl)phenyl]methoxy]phenoxy]methyl]-pyrrolidine-1-carboxylate